4,4-dichloroazobenzene ClC1(CC=C(C=C1)N=NC1=CC=CC=C1)Cl